2-(4,4-dimethyl-1,2,3,4-tetrahydronaphthalen-1-ylamino)-4-((1R,3S)-3-hydroxycyclohexylamino)pyrimidine-5-carboxamide CC1(CCC(C2=CC=CC=C12)NC1=NC=C(C(=N1)N[C@H]1C[C@H](CCC1)O)C(=O)N)C